3-(3-(tert-butyl)-5-(3,5-di-tert-butyl-2-hydroxybenzyl)-4-hydroxyphenyl)propionic acid calcium salt [Ca+2].C(C)(C)(C)C=1C=C(C=C(C1O)CC1=C(C(=CC(=C1)C(C)(C)C)C(C)(C)C)O)CCC(=O)[O-].C(C)(C)(C)C=1C=C(C=C(C1O)CC1=C(C(=CC(=C1)C(C)(C)C)C(C)(C)C)O)CCC(=O)[O-]